FC1=C(C=C(C=C1)F)C1CC(C(C(C1)=O)=CNCCN(C)C)=O 5-(2,5-difluorophenyl)-2-(((2-(dimethylamino)ethyl)amino)methylene)cyclohexane-1,3-dione